OCC1=C(C=C(C(=O)NC)C=C1)[N+](=O)[O-] 4-(hydroxymethyl)-N-methyl-3-nitrobenzamide